FC(=C(I)F)OC(=C(F)I)F perfluoroiodovinyl ether